N1[C@@H](CCC1)C(=O)N1CCN(CC1)C1=CC=C(CN2C(C(=C(C2O)Cl)Cl)=O)C=C1 1-(4-(4-(L-Prolyl)piperazin-1-yl)benzyl)-3,4-dichloro-5-hydroxy-1,5-dihydro-2H-pyrrol-2-one